BrCCO[Si](C)(C)C(C)(C)C (2-bromoethoxy)(1,1-dimethylethyl)dimethyl-silane